dimethylsilylbis(tetrahydroindenyl)zirconium (II) C[SiH](C)[Zr-](C1CCC2CC=CC=C12)C1CCC2CC=CC=C12